OP(O)OP(O)O.C(C)(C)(C)C1=C(C(=CC(=C1)C)C(C)(C)C)C(O)(C(CO)(CO)CO)C1CCCCC1 2,6-ditert-butyl-4-methylphenyl-cyclohexyl-pentaerythritol diphosphite